C(C)N1CC(=CC2=CC(=C(C=C12)N1CCN(CC1)C)F)C(C=CC=1C=NC=CC1)=O 1-ethyl-6-fluoro-7-(4-methylpiperazin-1-yl)-3-[3-(pyridin-3-yl)acryloyl]-quinoline